8-(2,3-dichlorophenyl)-N-(2,3-dihydro-1,4-benzoxazin-4-yl)-4-morpholino-quinoline-3-carboxamide ClC1=C(C=CC=C1Cl)C=1C=CC=C2C(=C(C=NC12)C(=O)NN1CCOC2=C1C=CC=C2)N2CCOCC2